CC1(O[C@H](CNC1)C(=O)N1CCN(CC1)C1=NC=C(C=N1)C(F)(F)F)C [(2R)-6,6-dimethylmorpholin-2-yl]-[4-[5-(trifluoromethyl)pyrimidin-2-yl]piperazin-1-yl]methanone